3-(1-((2-(trimethylsilyl)ethoxy)methyl)-1H-indazol-5-yl)benzoic acid C[Si](CCOCN1N=CC2=CC(=CC=C12)C=1C=C(C(=O)O)C=CC1)(C)C